BrC1=CC(=C2C=C(NC2=C1)C(=O)OC)Cl Methyl 6-bromo-4-chloro-1H-indole-2-carboxylate